2-isopropoxypyridine-3-carbonitrile C(C)(C)OC1=NC=CC=C1C#N